COC1=C(C=CC=C1)C1=C(C=NC(=C1)C)C(=O)NC=1SC2=C(N1)CN(C2)C(=O)C=2C=NC=CC2 4-(2-methoxyphenyl)-6-methyl-N-[5-(pyridine-3-carbonyl)-4H,5H,6H-pyrrolo[3,4-d][1,3]thiazol-2-yl]pyridine-3-carboxamide